4-(4-chloro-3-methoxyphenyl)piperidine ClC1=C(C=C(C=C1)C1CCNCC1)OC